(R)-3-(o-tolylamino)butanoic acid C1(=C(C=CC=C1)N[C@@H](CC(=O)O)C)C